methyl 5-(hydroxymethyl)-6-oxo-1H-pyridine-3-carboxylate OCC1=CC(=CNC1=O)C(=O)OC